ClC1=C(C=CC=C1)N1C(=NC2=CC=CC=C2C1=O)CC1=CC=C(C(=O)OC)C=C1 methyl 4-{[3-(2-chlorophenyl)-4-oxo-3,4-dihydroquinazolin-2-yl]methyl}benzoate